(9-((2R,4S,5R)-4-((tert-butyldimethylsilyl)oxy)-5-(((tert-butyldimethylsilyl)oxy)methyl)-5-ethynyltetrahydrofuran-2-yl)-2-fluoro-9H-purin-6-yl)dodecanamide [Si](C)(C)(C(C)(C)C)O[C@H]1C[C@@H](O[C@]1(C#C)CO[Si](C)(C)C(C)(C)C)N1C2=NC(=NC(=C2N=C1)C(C(=O)N)CCCCCCCCCC)F